ClC1=CC(=C(C=C1)CN)C (4-chloro-2-methylphenyl)methylamine